CC1(OC2=CC=CC=C2[C@H](C1)NC(=O)C=1C=C(C=CC1)C(COCCOC)N1C(NC(CC1=O)(CC)CC)=[NH2+])C [1-[1-[3-[[(4S)-2,2-dimethylchroman-4-yl]carbamoyl]phenyl]-2-(2-methoxyethoxy)ethyl]-4,4-diethyl-6-oxo-hexahydropyrimidin-2-ylidene]ammonium